C(#N)C1=CC(=C(C=C1)COC1=CC=CC(=N1)N1N=CC(=C1)CC=1N(C2=C(N1)C=CC(=C2)C(=O)O)CCOC)F 2-[[1-[6-[(4-cyano-2-fluoro-phenyl)methoxy]-2-pyridyl]pyrazol-4-yl]methyl]-3-(2-methoxyethyl)benzimidazole-5-carboxylic acid